2-methyl-N-[1-[3-(4,6,6-trimethyl-5-oxo-1,3,4-oxadiazin-2-yl)pyrazin-2-yl]ethyl]propane-2-sulfinamide CC(C)(C)S(=O)NC(C)C1=NC=CN=C1C=1OC(C(N(N1)C)=O)(C)C